N'-(3,4,5-trimethoxybenzoyl)-(3,7-dimethyl-octa-2,6-dienyl)-ethane-1,2-diamine COC=1C=C(C(=O)NCC(N)CC=C(CCC=C(C)C)C)C=C(C1OC)OC